5-((Dimethylamino)methyl)-N'-(1,2,3,5,6,7-hexahydro-s-indacen-4-ylcarbamoyl)pyridine-2-sulfonimidamide CN(C)CC=1C=CC(=NC1)S(=O)(N)=NC(NC1=C2CCCC2=CC=2CCCC12)=O